C12CNCC2O1 6-oxa-3-azabicyclo[3.1.0]hexan